(3,4-Dimethylpiperazin-1-yl)-N-iso-pentyl-1H-benzo[d]imidazole-1-carboxamide CC1CN(CCN1C)C1=NC2=C(N1C(=O)NCCC(C)C)C=CC=C2